(2RS)-4,4-difluoro-N-{4-[5-fluoro-7-{[(2RS)-oxolan-2-yl]methoxy}-3-(pyridin-2-yl)-1H-pyrrolo[3,2-b]pyridin-2-yl]pyridin-2-yl}-2-(4-fluorophenyl)butanamide FC(C[C@@H](C(=O)NC1=NC=CC(=C1)C1=C(C2=NC(=CC(=C2N1)OC[C@@H]1OCCC1)F)C1=NC=CC=C1)C1=CC=C(C=C1)F)F |r|